C(C)(C)(C)P(CC=C(C)C)C(C)(C)C di-t-butyl-(3-methyl-2-butenyl)phosphine